BrC=1C(=CC=C2C(=CC(N(C12)C)=O)CCl)F 8-bromo-4-(chloromethyl)-7-fluoro-1-methylquinolin-2(1H)-one